(S)-2-((2-((4-chloro-2-fluorobenzyl)oxy)-3-(trifluoromethyl)-5,8-dihydro-1,7-naphthyridin-7(6H)-yl)methyl)-3-(oxetan-2-ylmethyl)-3H-imidazo[4,5-c]pyridine-6-carbohydrazide ClC1=CC(=C(COC2=NC=3CN(CCC3C=C2C(F)(F)F)CC2=NC3=C(C=NC(=C3)C(=O)NN)N2C[C@H]2OCC2)C=C1)F